1,2-bisdiethoxysilyloctane C(C)O[SiH](CC(CCCCCC)[SiH](OCC)OCC)OCC